CC(CCN1N=CC2=NC=C(C=C21)C2=C(C(=C(C=C2)F)F)F)C 3-Methyl-1-[6-(2,3,4-trifluorophenyl)pyrazolo[4,3-b]pyridin-1-yl]butan